CNC1=NC(=CC2=C1C(NN=C2)=O)N2CCC(CC2)CCP(OCC2=CC=CC=C2)(OCC2=CC=CC=C2)=O dibenzyl (2-(1-(5-(methylamino)-4-oxo-3,4-dihydropyrido[3,4-d]pyridazin-7-yl)piperidin-4-yl) ethyl)phosphonate